rac-2-(N-[4-amino-5-[3-(2-pyridinyl)isoxazole-5-carbonyl]thiazol-2-yl]-4-fluoro-anilino)propanamide NC=1N=C(SC1C(=O)C1=CC(=NO1)C1=NC=CC=C1)N(C1=CC=C(C=C1)F)[C@@H](C(=O)N)C |r|